CC(CCC(=O)O)C(CC=C)C 4,5-dimethyl-7-octenoic acid